5-(2-ethoxyphenyl)thio-3-(1-(tert-butyl)-1,2,3,6-tetrahydropyridin-4-yl)-1H-indole C(C)OC1=C(C=CC=C1)SC=1C=C2C(=CNC2=CC1)C=1CCN(CC1)C(C)(C)C